ethoxy-2-propanol C(C)OCC(C)O